C[C@@]1([C@H]2CCC34[C@H]([C@@]2(CCC1)C)CC[C@](C([C@H]3C(=O)O)=O)(C4)C)C(=O)O (4R,4aS,7S,9S,11aS,11bS)-4,9,11b-trimethyl-8-oxotetradecahydro-6a,9-methanocyclohepta[a]naphthalene-4,7-dicarboxylic acid